9-bromo-5-(2,6-difluorophenyl)-1-((2-(trimethylsilyl)ethoxy)methyl)-1,6-dihydrobenzo[d]pyrazolo[3,4-f][1,3]diazepine BrC1=CC2=C(NC(=NC3=C2N(N=C3)COCC[Si](C)(C)C)C3=C(C=CC=C3F)F)C=C1